4-[1-(3,5-dimethoxy-4-methylphenyl)propyl]resorcinol COC=1C=C(C=C(C1C)OC)C(CC)C1=C(C=C(O)C=C1)O